6-((2r,3r)-3-aminotetrahydro-2H-pyran-2-yl)-2,7-dichloro-5-(difluoromethyl)-N-(thiophen-2-ylmethyl)-5H-pyrrolo[3,2-d]pyrimidin-4-amine N[C@H]1[C@@H](OCCC1)C1=C(C=2N=C(N=C(C2N1C(F)F)NCC=1SC=CC1)Cl)Cl